ClC1=CC=C(C=C1)NC(NCCC1=CC(=C(C=C1)O)OC)=O 3-(4-Chlorophenyl)1-[2-(4-hydroxy-3-methoxyphenyl)ethyl]urea